NC1=NC=NN2C1=C(C=C2C=2C=C(C(=NC2)OC)C(=O)N[C@@H]2CN(C[C@@H]2F)C(C)C2=C(C=C(C=C2F)F)F)C(F)(F)F 5-[4-amino-5-(trifluoromethyl)-pyrrolo[2,1-f][1,2,4]triazin-7-yl]-N-[(3R,4S)-4-fluoro-1-[1-(2,4,6-trifluorophenyl)-ethyl]pyrrolidin-3-yl]-2-methoxypyridine-3-carboxamide